N1C(=NC=C1)CCC(=O)O.C(C)(C)(C)[Si](OC=1C=CC=CC1O[Si](C)(C)C(C)(C)C)(C)C 3,4-di[tert-butyl-dimethyl-siloxy]benzene imidazolepropionate